FC1=C2C(CC(OC2=CC=C1)(C)C)NC(=O)[C@H]1[C@@H](C1)[C@H](N1C(NC(CC1=O)(C)C)=[NH2+])C=1C=[NH+]C=CC1 [1-[(S)-[(1R,2R)-2-[(5-fluoro-2,2-dimethyl-chroman-4-yl)carbamoyl]cyclopropyl]-pyridin-1-ium-3-yl-methyl]-4,4-dimethyl-6-oxo-hexahydropyrimidin-2-ylidene]ammonium